FC1=CC=C(C=C1)NC(=O)C1(CC1)C(=O)NC1=CC=C(C=C1)OC1=CC=NC2=CC(=CC=C12)C=1C=NC=C(C1)C(F)(F)F 1-N'-(4-fluorophenyl)-1-N-[4-[7-[5-(trifluoromethyl)pyridin-3-yl]quinolin-4-yl]oxyphenyl]cyclopropane-1,1-dicarboxamide